potassium 2-aminophenol NC1=C(C=CC=C1)O.[K]